pyrido[3,4-B]pyrazine N1=C2C(=NC=C1)C=NC=C2